3-methylbicyclo-(4.2.1)-nona-3,7-diene CC=1CC2C=CC(CC1)C2